1-((5-chloro-3'-(pyridin-3-ylmethoxy)-[1,1'-biphenyl]-2-yl)sulfonyl)-4-fluoropiperidine-4-carboxylic acid ClC=1C=CC(=C(C1)C1=CC(=CC=C1)OCC=1C=NC=CC1)S(=O)(=O)N1CCC(CC1)(C(=O)O)F